C1(=CC=CC=C1)C1=C(C(C(=O)O)=CC=C1C(=O)O)C(=O)O phenyltrimellitic acid